COC1=CC=C(C=C1)C(OC[C@H]1O[C@H]([C@@H]([C@@H]1O)OCCOC)N1C2=NC=NC(=C2N=C1)/N=C\1/N(CCC1)C)(C1=CC=CC=C1)C1=CC=C(C=C1)OC (2R,3R,4R,5R)-2-((bis(4-methoxyphenyl)(phenyl)methoxy)methyl)-4-(2-methoxyethoxy)-5-(6-(((E)-1-methylpyrrolidin-2-ylidene)amino)-9H-purin-9-yl)tetrahydrofuran-3-ol